4-[2-[[(1R)-1-[2-(4,4-dimethyl-1-piperidyl)-3,6-dimethyl-4-oxo-chromen-8-yl]ethyl]amino]-6-fluoro-phenyl]-2-hydroxy-benzaldehyde CC1(CCN(CC1)C=1OC2=C(C=C(C=C2C(C1C)=O)C)[C@@H](C)NC1=C(C(=CC=C1)F)C1=CC(=C(C=O)C=C1)O)C